N1(CCCCCC1)CCNC(=S)NC=1C=C2C(=CC(=NC2=CC1)N1CCN(CC1)CC1CNCCC1)C 1-(2-(azepan-1-yl)ethyl)-3-(4-methyl-2-(4-(piperidin-3-ylmethyl)piperazin-1-yl)quinolin-6-yl)thiourea